C(C)(=O)OC[C@]1(C(N(C[C@@H]1C1=CC=C(C=C1)C(F)(F)F)C)=O)C(=O)NC1=C(C(=CC=C1)F)F (3S,4R)-3-[(Acetyloxy)methyl]-N-(2,3-difluorophenyl)-1-methyl-2-oxo-4-[4-(trifluoromethyl)phenyl]-3-pyrrolidinecarboxamide